O1S(N=CC2=C1C=CC=C2)(=O)=O (E)-1,2,3-benzoxathiazine 2,2-Dioxide